2-bromo-N-((6-cyclopropyl-8-(4-(oxetan-3-yl)piperazin-1-yl)imidazo[1,2-a]pyridin-2-yl)methyl)pyridin-4-amine BrC1=NC=CC(=C1)NCC=1N=C2N(C=C(C=C2N2CCN(CC2)C2COC2)C2CC2)C1